[N+](=O)([O-])C=1N=NNC1 4-nitro-1,2,3-triazole